BrC=1C=C(C=CC1)C(C(=O)NC=1SC(=CN1)C)C 2-(3-bromophenyl)-N-(5-methylthiazol-2-yl)propionamide